BrC1=CC(=CC(=C1)C(F)F)C 1-bromo-3-methyl-5-(difluoromethyl)benzene